(6aR,8R)-2-chloro-6a-(difluoromethyl)-8-(5-vinyl-2H-pyrazolo[3,4-c]pyridin-2-yl)-5,6,6a,7,8,9-hexahydro-pyrrolo[1',2':4,5]pyrazino[2,3-c]pyridazine ClC=1C=C2C(=NN1)NC[C@@]1(N2C[C@@H](C1)N1N=C2C=NC(=CC2=C1)C=C)C(F)F